C(#C)B(C#C)C#C tri-ethynylboron